2-((6-(2-(4-(azetidine-3-carbonyl)piperazin-1-yl)pyrimidin-5-yl)-2-ethylimidazo[1,2-a]pyridin-3-yl)(methyl)amino)-4-(4-fluorophenyl)thiazole-5-carbonitrile N1CC(C1)C(=O)N1CCN(CC1)C1=NC=C(C=N1)C=1C=CC=2N(C1)C(=C(N2)CC)N(C=2SC(=C(N2)C2=CC=C(C=C2)F)C#N)C